N(N)CC1CCN(CC1)C(=O)OCC1=CC=CC=C1 benzyl 4-(hydrazineylmethyl)piperidine-1-carboxylate